racemic-1-phenyl-2,2,2-trichloro-ethanol C1(=CC=CC=C1)[C@H](C(Cl)(Cl)Cl)O |r|